BrC1=NC=C(C(=C1F)C1(CCC1)O)F 1-(2-bromo-3,5-difluoropyridin-4-yl)cyclobutane-1-ol